5-bromo-1-methyl-3-nitropyridin-2(1H)-one BrC=1C=C(C(N(C1)C)=O)[N+](=O)[O-]